ClC=1C=C(C=C(C1F)Cl)N1C=C(C=2C(C(CCC12)(F)F)O)C(F)(F)F 1-(3,5-dichloro-4-fluorophenyl)-5,5-difluoro-3-(trifluoromethyl)-4,5,6,7-tetrahydro-1H-indol-4-ol